(2-methoxy-5-[5-(trifluoromethyl)tetrazol-1-yl]phenylmethyl)-2-phenylpiperidin-3-amine COC1=C(C=C(C=C1)N1N=NN=C1C(F)(F)F)CN1C(C(CCC1)N)C1=CC=CC=C1